2-(1-benzyl-pyrazol-4-yl)-3-methyl-morpholine C(C1=CC=CC=C1)N1N=CC(=C1)C1C(NCCO1)C